COC1=C(C=NC(=C1)C(F)(F)F)C1(CC1)C(=O)O 1-[4-methoxy-6-(trifluoromethyl)pyridin-3-yl]cyclopropane-1-carboxylic acid